methyl 4,5,6,7-tetrahydro-1H-indazole-6-carboxylate N1N=CC=2CCC(CC12)C(=O)OC